(E)-3,5'-dichloro-4-((3,5-difluoropyridin-2-yl)methoxy)-2'-(3-(dimethylamino)acryloyl)-6-methyl-2H-[1,4'-bipyridin]-2-one ClC=1C(N(C(=CC1OCC1=NC=C(C=C1F)F)C)C1=CC(=NC=C1Cl)C(\C=C\N(C)C)=O)=O